C1(CC1)C1=C(C=CC(=N1)N1CCC(CCC1)(F)F)C(F)(F)F 1-(6-cyclopropyl-5-(trifluoromethyl)pyridin-2-yl)-4,4-difluoroazepan